FC(C(=O)O)(F)F.NCCCNCCCCNCCCN[C@@H]1C[C@H]2[C@@H]3CC[C@H]([C@@H](CCCC(C)C)C)[C@]3(CC[C@@H]2[C@]2(CC[C@@H](CC12)O)C)C (3β,6β)-6-[[3-[[4-[(3-Aminopropyl)amino]butyl]amino]propyl]amino]-cholestan-3-ol trifluoroacetate salt